C(CC1=NC2=C(C(O1)=O)C=CC=C2)C2=NC1=C(C(O2)=O)C=CC=C1 ethylenebis(3,1-benzoxazin-4-one)